C(C)(C)(C)OC(=O)N1[C@H]2CN(C[C@@H]1CC2)C2=NC(=NC(=C2C#N)C2=CC1=CC=CC=C1C=C2)S(=O)(=O)C (1R,5S)-3-(5-cyano-2-(methylsulfonyl)-6-(naphthalen-2-yl)pyrimidin-4-yl)-3,8-diazabicyclo[3.2.1]octane-8-carboxylic acid tert-butyl ester